S(=O)(=O)([O-])[O-].[K+].OC1[C@H](N)[C@@H](O)[C@H](O)[C@H](O1)CO.[K+] D-glucosamine potassium sulfate salt